(5'S)-1'-(methyl-L-leucyl)-3-oxo-3,4-dihydrospiro[pyrido[4,3-b][1,4]oxazine-2,3'-pyrrolidine]-5'-carboxamide CN[C@@H](CC(C)C)C(=O)N1CC2(C[C@H]1C(=O)N)C(NC1=C(O2)C=CN=C1)=O